5-(4,6-dihydroxy-3'-(trifluoromethyl)-[1,1'-biphenyl]-3-yl)-N-ethyl-4-(4-(morpholinomethyl)phenyl)isoxazole-3-carboxamide OC1=C(C=C(C(=C1)O)C1=CC(=CC=C1)C(F)(F)F)C1=C(C(=NO1)C(=O)NCC)C1=CC=C(C=C1)CN1CCOCC1